decanediol acrylate C(C=C)(=O)OC(CCCCCCCCC)O